CC1(COC=2C(=NC(=CC2)C(C)O)O1)C 1-(3,3-dimethyl-2,3-dihydro-[1,4]dioxino[2,3-b]pyridin-6-yl)ethan-1-ol